[H-].[Na+].C(C1=CC=CC=C1)N1C2=NC=NC(=C2N=C1)OC1(CCC1)C 9-Benzyl-6-(1-methylcyclobutoxy)-9H-purine Sodium hydride